methyl 5-(trifluoromethylsulfanyl)furan-2-carboxylate FC(F)(F)SC1=CC=C(O1)C(=O)OC